NC([C@H](C[C@H]1C(NCCC1)=O)NC([C@H](CC1CC1)N(C(=O)C=1NC2=C(C=CC=C2C1)Cl)C)=O)=O N-((S)-1-(((S)-1-amino-1-oxo-3-((S)-2-oxopiperidin-3-yl)propan-2-yl)amino)-3-cyclopropyl-1-oxopropan-2-yl)-7-chloro-N-methyl-1H-indole-2-carboxamide